ClC1=CC=C(C=C1)C=1N=C2N(C=CC=C2)C1CN1CC2COCC(C1)N2C(=O)N(C(C)C)C(C)C 7-{[2-(4-Chlorophenyl)imidazo[1,2-a]pyridin-3-yl]methyl}-N,N-diisopropyl-3-oxa-7,9-diazabicyclo[3.3.1]nonan-9-carboxamid